[Si](C)(C)(C(C)(C)C)OC1=CCCCC1 1-t-butyldimethylsilyloxy-1-cyclohexene